undec-3-en CCC=CCCCCCCC